N-(4-Fluoro-2-methoxy-5-nitrophenyl)-N-methylacetamide FC1=CC(=C(C=C1[N+](=O)[O-])N(C(C)=O)C)OC